[Na].ClC1=C(C(=CC=C1)F)C1CC(=NO1)C=1N=C(SC1)C1CCN(CC1)C(COC=1N=NC(=CC1)C(F)(F)F)=O 1-(4-(4-(5-(2-chloro-6-fluorophenyl)-4,5-dihydroisoxazol-3-yl)thiazol-2-yl)piperidin-1-yl)-2-((6-(trifluoromethyl)pyridazin-3-yl)oxy)ethan-1-one sodium